BrC=1C=C(C=C(C1)Br)OC1=C(C(=CC=C1)O)C(C)=O 1-(2-((3,5-dibromophenyl)oxy)-6-hydroxyphenyl)ethan-1-one